2-(2,6-dioxopiperidin-3-yl)-5-((3-(3-(4-(quinoxalin-2-yl)-1H-pyrazol-1-yl)phenyl)propyl)amino)isoindoline-1,3-dione O=C1NC(CCC1N1C(C2=CC=C(C=C2C1=O)NCCCC1=CC(=CC=C1)N1N=CC(=C1)C1=NC2=CC=CC=C2N=C1)=O)=O